C(C)OC(C=CC=CC=CC=CC=CCCCCCCCCC)=O eicosapentaenoic acid-ethyl ester